5-(3'-((1-(tert-butoxycarbonyl)-3-(methylsulfonamido)piperidin-2-yl)-methyl)-[1,1'-biphenyl]-2-yl)pentanoic acid C(C)(C)(C)OC(=O)N1C(C(CCC1)NS(=O)(=O)C)CC=1C=C(C=CC1)C1=C(C=CC=C1)CCCCC(=O)O